C(C(S)CC(=O)O)(=O)O.C(=C)OO[Si](C(C)(C)C)(C(C)(C)C)C(C)(C)C vinyl-tri-tert-butyl-peroxysilane Thiomalat